FC1=CC=C(C=C1)NC(=O)N[C@@H](C)C1=CC=CC2=CC=CC=C12 (s)-1-(4-fluorophenyl)-3-(1-(naphthalen-1-yl)ethyl)urea